Diisobutyldiethyl-titanium C(C(C)C)[Ti](CC)(CC)CC(C)C